2-(4-chloropiperidin-1-yl)-N-((2-(trifluoromethyl)pyridin-3-yl)methyl)pyrido[2,3-d]pyrimidin-4-amine ClC1CCN(CC1)C=1N=C(C2=C(N1)N=CC=C2)NCC=2C(=NC=CC2)C(F)(F)F